1,1'-bis(diphenylphosphino)Ferrocene iron [Fe].C1(=CC=CC=C1)P([C-]1C=CC=C1)C1=CC=CC=C1.[C-]1(C=CC=C1)P(C1=CC=CC=C1)C1=CC=CC=C1.[Fe+2]